1-[6,7-Dimethyl-4-(methylamino)-1,3-dihydro-2H-pyrrolo[3,4-c]pyridin-2-yl]-2-[1-(1,3,4-thiadiazol-2-yl)azetidin-3-yl]ethanon CC1=C(C2=C(C(=N1)NC)CN(C2)C(CC2CN(C2)C=2SC=NN2)=O)C